2-amino-3,3-difluorocycloheptan-1-ol 2,2,2-trifluoroacetate FC(C(=O)O)(F)F.NC1C(CCCCC1(F)F)O